C(#N)C1=C(C=C2C=3C(C4=C(C(C3NC2=C1)(C)C)C=C(C(=C4)CC)N4CCC(CC4)N4CCOCC4)=O)S(=O)(=O)O 3-Cyano-9-ethyl-6,6-dimethyl-8-(4-morpholino-1-piperidinyl)-11-oxo-5H-benzo[b]carbazole-2-sulfonic acid